S(=O)(=O)(ON1[C@@H]2CC[C@H](N(C1=O)C2)C(F)(F)F)[O-].[Na+] Sodium (2S,5R)-7-oxo-2-(trifluoromethyl)-1,6-diazabicyclo[3.2.1]octan-6-yl sulfate